3-[(4-Fluorophenoxy)methyl]-4-methyl-2-[6-methyl-3-(5-methylpyrimidin-2-yl)pyridin-2-carbonyl]-2-azabicyclo[3.1.1]heptan FC1=CC=C(OCC2N(C3CC(C2C)C3)C(=O)C3=NC(=CC=C3C3=NC=C(C=N3)C)C)C=C1